1-((3S,4S)-4-((tert-butyldiphenylsilyl)oxy)-3-ethyltetrahydrofuran-3-yl)piperazine [Si](C1=CC=CC=C1)(C1=CC=CC=C1)(C(C)(C)C)O[C@H]1[C@@](COC1)(CC)N1CCNCC1